leucine-5,5,5,5',5',5'-d6 N[C@@H](CC(C([2H])([2H])[2H])C([2H])([2H])[2H])C(=O)O